N-hydroxybutyl-pyridine OCCCCN1CC=CC=C1